C(C1=CC=CC=C1)OC1=CC=C(C=C1)NC(=O)C=1C=C(N(C1C)C)C1=C(C(=O)OCC)C=CC(=C1)F Ethyl 2-[4-({[4-(benzyloxy)phenyl]amino}carbonyl)-1,5-dimethyl-1H-pyrrol-2-yl]-4-fluorobenzoate